CC1(C2CC=CC1C2)C 6,6-dimethylbicyclo[3.1.1]hept-2-en